FC1=C(C=CC2=C1N(C(=N2)C2=CC=C(C=C2)S(=O)(=O)C)C)C2CCN(CC2)C2CCN(CCC2)CC(C)C 7-fluoro-6-(1-(1-isobutylazepan-4-yl)piperidin-4-yl)-1-methyl-2-(4-(methylsulfonyl)phenyl)-1H-benzo[d]imidazole